FC(C1=CC=C(C=C1)C1=CC=C(C=N1)C(CCC)N1N=CC2=CC(=CC=C12)C(=O)NCCC(=O)O)(F)F 3-(1-(1-(6-(4-(trifluoromethyl)phenyl)pyridin-3-yl)butyl)-1H-indazole-5-carboxamido)propionic acid